OC=1C(=CC2=C(CCC=3NC(C=CC3O2)=O)C1)C(=O)OC methyl 8-hydroxy-2-oxo-1,2,10,11-tetrahydrobenzo[6,7]oxepino[3,2-b]pyridine-7-carboxylate